bis(dimethylsilyl)ferrocene C[SiH](C)[C-]1C=CC=C1.[C-]1(C=CC=C1)[SiH](C)C.[Fe+2]